ClC1=NC(=NC(=N1)NC(CF)CF)N[C@@H](C(F)(F)F)C (R)-6-chloro-N2-(1,3-difluoropropan-2-yl)-N4-(1,1,1-Trifluoropropan-2-yl)-1,3,5-triazine-2,4-diamine